C(C)C1=C(C(=O)O)C(=C(C(=N1)Cl)F)N(C(=O)OC(C)(C)C)C(=O)OC(C)(C)C ethyl-4-(bis(t-butoxycarbonyl)amino)-6-chloro-5-fluoronicotinic acid